4-cyclopropoxy-N-(2,6-dichlorophenyl)-2-{[1-(1-methylpiperidin-4-yl)-1H-pyrazol-4-yl]amino}pyrimidine-5-carboxamide C1(CC1)OC1=NC(=NC=C1C(=O)NC1=C(C=CC=C1Cl)Cl)NC=1C=NN(C1)C1CCN(CC1)C